butyl 3-{[(benzyloxy)carbonyl]amino}-4,4-difluoropiperidine-1-carboxylate C(C1=CC=CC=C1)OC(=O)NC1CN(CCC1(F)F)C(=O)OCCCC